racemic-N-(3-chloro-4-fluoro-phenyl)-7'-fluoro-1-methyl-2,5-dioxo-spiro[imidazolidine-4,1'-indane]-4'-carboxamide ClC=1C=C(C=CC1F)NC(=O)C=1C=2CC[C@]3(C2C(=CC1)F)NC(N(C3=O)C)=O |r|